2-[3(S)-(4(S)-phenyloxazolidin-2-one-3-yl)-4(R)-(2-phenylethan-1-yl)azetidin-2-one-1-yl]acetic acid N-(3-trifluoromethylbenzyl) amide FC(C=1C=C(CNC(CN2C([C@H]([C@H]2CCC2=CC=CC=C2)N2C(OC[C@@H]2C2=CC=CC=C2)=O)=O)=O)C=CC1)(F)F